3-tert-butoxycarbonyl-2-(4'-methoxyphenyl)-4-phenyl-1,3-oxazolidine-5-carboxylic acid C(C)(C)(C)OC(=O)N1C(OC(C1C1=CC=CC=C1)C(=O)O)C1=CC=C(C=C1)OC